2-[2-(2-hydroxy ethoxy)ethoxy]ethyl 4-methylbenzenesulfonate CC1=CC=C(C=C1)S(=O)(=O)OCCOCCOCCO